2-acrylamido-N-(3-(3,5-dimethoxyphenethyl)-1H-pyrazol-5-yl)-4-(4-(2,2,3,3,3-pentafluoropropyl)piperazin-1-yl)benzamide C(C=C)(=O)NC1=C(C(=O)NC2=CC(=NN2)CCC2=CC(=CC(=C2)OC)OC)C=CC(=C1)N1CCN(CC1)CC(C(F)(F)F)(F)F